1-methoxy-4-methylpentan COCCCC(C)C